FC1=C(C=CC=C1)C1=CC(=CN1S(=O)(=O)C1=CC(=CC=C1)OCCCOC)CNC 1-[5-(2-fluoro-phenyl)-1-{[3-(3-methoxypropoxy)phenyl]sulfonyl}-1H-pyrrol-3-yl]-N-methylmethylamine